C(C)(=O)O.NCCCNC(CCCCO[C@H]1[C@@H]([C@@H](OC(C)=O)[C@@H](OC(C)=O)[C@H](O1)COC(C)=O)NC(C)=O)=O N-(3-aminopropyl)-5-[3,4,6-tri-O-acetyl-2-(acetylamino)-2-deoxy-β-D-galactopyranosyl]oxypentanamide acetate salt